CC=1C=CC=NC1N1CC(OCC1)C 5-methyl-6-(2-methylmorpholino)pyridin